C(C)(C)(C)OCCC=CCCCCC 1-(t-butoxy)-3-nonene